COC1CN(C1)CC1COCC(O1)COC1=CC=C(C=C1)C=1C=C(C(NC1C(F)(F)F)=O)C(=O)N 5-(4-((6-((3-Methoxyazetidin-1-yl)methyl)-1,4-dioxan-2-yl)methoxy)phenyl)-2-oxo-6-(trifluoromethyl)-1,2-dihydropyridine-3-carboxamide